(Ra)-6-(4-Chloro-1-((S)-1-(3'-methoxy-[1,1'-biphenyl]-4-yl)ethyl)-1H-indazol-7-carboxamido)spiro[3.3]heptan ClC1=C2C=NN(C2=C(C=C1)C(=O)NC1CC2(CCC2)C1)[C@@H](C)C1=CC=C(C=C1)C1=CC(=CC=C1)OC